O1CCN(CC1)C=1C2=C(N=CN1)NC(=C2)C2CCC(CC2)NCC2=NC=CC(=C2)CN2C[C@@H](CCC2)NC(C=C)=O (R)-N-(1-((2-(((4-(4-morpholino-7H-pyrrolo[2,3-d]pyrimidin-6-yl)cyclohexyl)amino)methyl)pyridin-4-yl)methyl)piperidin-3-yl)acrylamide